N-(3-(4-(2,3-dimethylphenyl)piperazin-1-yl)propyl)-1-((1r,3s)-3-(methylcarbamoyl)cyclobutyl)-2-(3,4,5-trimethoxyphenyl)-1H-benzo[d]imidazole-6-carboxamide CC1=C(C=CC=C1C)N1CCN(CC1)CCCNC(=O)C=1C=CC2=C(N(C(=N2)C2=CC(=C(C(=C2)OC)OC)OC)C2CC(C2)C(NC)=O)C1